C(C1=CC=CC=C1)(=O)ON=C(C=CC(C1=CC=C(C=C1)C1=CC=CC=C1)=S)CCCC [1-(4-phenylthiobenzoyl) heptenylidene amino] benzoate